tert-Butyl (2R,4R)-2-(methoxymethyl)-4-((methylsulfonyl)oxy)pyrrolidine-1-carboxylate COC[C@@H]1N(C[C@@H](C1)OS(=O)(=O)C)C(=O)OC(C)(C)C